[Si](C)(C)(C(C)(C)C)OCCC=1N=C(C2=CC(=NC=C2C1)N)NC(C)C 3-(2-((tert-Butyldimethylsilyl)oxy)ethyl)-N1-isopropyl-2,6-naphthyridine-1,7-diamine